O1CC(CC1)C1=C2C(=NC=C1)C=NN2 7-(S)-tetrahydro-furan-3-yl-1H-pyrazolo[4,3-b]pyridine